[Br-].P(=O)([O-])([O-])[O-].C(CCC)[NH+](CCCC)CCCC.C(CCC)[NH+](CCCC)CCCC.C(CCC)[NH+](CCCC)CCCC.C(CCC)[NH+](CCCC)CCCC tributyl-ammonium phosphate bromide